3-(5-(((1R,2S)-2-(((1,3-dioxolan-2-yl)methyl)amino)cyclohexyl)methyl)-1-oxoisoindolin-2-yl)piperidine-2,6-dione O1C(OCC1)CN[C@@H]1[C@H](CCCC1)CC=1C=C2CN(C(C2=CC1)=O)C1C(NC(CC1)=O)=O